Methyl 3-((2-methylpyridin-4-yl)amino)-3-oxopropanoate CC1=NC=CC(=C1)NC(CC(=O)OC)=O